2,3,4,6-Tetra-O-acetyl-1-thio-β-D-galactopyranose C(C)(=O)O[C@H]1[C@H](S)O[C@@H]([C@@H]([C@@H]1OC(C)=O)OC(C)=O)COC(C)=O